S(=O)(=O)(O)OS(=O)(=O)O.N(=NCC(C)C=1NCCN1)CC(C)C=1NCCN1 azobis[2-(2-imidazolin-2-yl)propane] disulfate